ClC1=NC2=CC=CC=C2C(=C1N)NCC=1SC(=CC1)CN1CCCC1 2-chloro-N4-((5-(pyrrolidin-1-ylmethyl)thiophen-2-yl)methyl)quinoline-3,4-diamine